methyl 2-((2-((S)-2-((tert-butoxycarbonyl)amino)-2-(4,4-difluorocyclohexyl)-acetamido)pyridin-4-yl)methyl)-5,5,5-trifluoro-4,4-dihydroxypentanoate C(C)(C)(C)OC(=O)N[C@H](C(=O)NC1=NC=CC(=C1)CC(C(=O)OC)CC(C(F)(F)F)(O)O)C1CCC(CC1)(F)F